CC1=NOC(=C1N1N=CC(=C1)[C@@H]1CC12CCN(CC2)S(=O)(=O)N)C (1R)-1-[1-(3,5-dimethylisoxazol-4-yl)-1H-pyrazol-4-yl]-6-azaspiro[2.5]octane-6-sulfonamide